4-vinylbenzenesulfonat C(=C)C1=CC=C(C=C1)S(=O)(=O)[O-]